tert-butyl ((1r,4r)-4-((tert-butoxycarbonyl)amino)cyclohexyl)(2-(4-(2-cyanophenyl)thiophen-2-yl)-2-phenylethyl)carbamate C(C)(C)(C)OC(=O)NC1CCC(CC1)N(C(OC(C)(C)C)=O)CC(C1=CC=CC=C1)C=1SC=C(C1)C1=C(C=CC=C1)C#N